BrC=1C2(C3=CC4=C(OCO4)C=C3C1)CCC(CC2)(C(=O)O)NC2=C(C(=C(C(=C2[2H])[2H])[2H])Cl)[2H] 6'-bromo-4-{[3-chloro(2H4)phenyl]amino}-2'H-spiro[cyclohexane-1,5'-indeno[5,6-d][1,3]dioxole]-4-carboxylic acid